fluoromethyl 4-methylbenzene-sulfonate CC1=CC=C(C=C1)S(=O)(=O)OCF